C1(=CC=CC=C1)CCCC1=NOC(=N1)[C@H]1N(CC2(CC2)C1)S(=O)(=O)CC1CN(C1)C(=O)[O-] (S)-3-(((6-(3-(3-phenylpropyl)-1,2,4-oxadiazole-5-yl)-5-azaspiro[2.4]heptan-5-yl)sulfonyl)methyl)azetidin-1-carboxylate